C(=O)(OC(C)(C)C)N[C@H](CC1=CC=C(C=C1)C)C(=O)O N-Boc-4-methyl-D-phenylalanine